1-{4-cyano-6-[(2,6-dimethoxyphenyl)amino]pyrimidin-2-yl}-5-amino-1H-pyrazole-4-carboxylic acid C(#N)C1=NC(=NC(=C1)NC1=C(C=CC=C1OC)OC)N1N=CC(=C1N)C(=O)O